C1(CCCCC1)C[C@@H](COC(=O)OC1=CC=C(C=C1)[N+](=O)[O-])NC(OCC1C2=CC=CC=C2C=2C=CC=CC12)=O (9H-fluoren-9-yl)methyl (S)-(1-cyclohexyl-3-(((4-nitrophenoxy)carbonyl)oxy)propan-2-yl)carbamate